N-(3-(3-amino-4-(1-oxo-1,2,3,4-tetrahydroisoquinolin-6-yl)-1H-pyrazol-1-yl)-2-methylphenyl)acrylamide NC1=NN(C=C1C=1C=C2CCNC(C2=CC1)=O)C=1C(=C(C=CC1)NC(C=C)=O)C